C(CC#C)C1CC(C1)N1N=CC(=C1)C1=NC2=CC=CC=C2N=C1 2-(1-(3-(but-3-yn-1-yl)cyclobutyl)-1H-pyrazol-4-yl)quinoxaline